CC1(CCC=2C(=NC(=NC2C1)N1CC2(CN(C2)C(C=C)=O)CC1)N[C@H](CC(=O)NC)CC1=CC=CC=C1)C (3S)-3-((7,7-dimethyl-2-(2-(2-propenoyl)-2,6-diazaspiro[3.4]octan-6-yl)-5,6,7,8-tetrahydro-4-quinazolinyl)amino)-N-methyl-4-phenylbutanamide